CC1=C[C@H]([C@@H](CC1)C(=C)C)C1=C(C=C(C=C1O)CCC)O ((1R,6R)-3-methyl-6-(prop-1-en-2-yl)cyclohex-2-enyl)-5-propylbenzene-1,3-diol